Triazolo[1,5-c]Quinazolin-5-amine C=1N=NN2C(=NC=3C=CC=CC3C21)N